2-((1,4-dioxan-2-yl)methoxy)-4-(benzyloxy)-6-((4-propylphenyl)ethynyl)pyridine O1C(COCC1)COC1=NC(=CC(=C1)OCC1=CC=CC=C1)C#CC1=CC=C(C=C1)CCC